5-(1-methylpropyloxy)pentylamine CC(CC)OCCCCCN